C(C)(C)(C)OC(=O)N1C[C@H]2C([C@H]2C1)C1=NN=C(N1C1CCCCC1)C (1R,5S,6r)-6-(4-cyclohexyl-5-methyl-4H-1,2,4-triazol-3-yl)-3-azabicyclo[3.1.0]hexane-3-carboxylic acid tert-butyl ester